COC(N(C1=CC=C(C=C1)OC(F)(F)F)C(=O)Cl)=O.CN1CCN(CC1)CCC[Si](OCC)(OCC)C 3-(4-methylpiperazinyl)propylmethyldiethoxysilane Methyl-chloroformyl[4-(trifluoromethoxy)phenyl]carbamate